1-(4-[(2-chloro-6-fluorophenyl)carbamoyl]-3-{[1,1-difluoropropan-2-yl]oxy}phenyl)-4-ethyl-5-oxo-4,5-dihydro-1H-1,2,4-triazole-3-carboxylic acid ClC1=C(C(=CC=C1)F)NC(=O)C1=C(C=C(C=C1)N1N=C(N(C1=O)CC)C(=O)O)OC(C(F)F)C